C(C1=CC=CC=C1)N1CCN(CC1)C1(CC1)C(=O)OCC ethyl 1-(4-benzylpiperazin-1-yl)cyclopropanecarboxylate